5-pentylpicolinohydrazide C(CCCC)C=1C=CC(=NC1)C(=O)NN